NC1=C(C=C(C=N1)C=1C=C2N(N1)CCC21CN(C1)C(=O)NC1(CCC1)C1=CC=CC=C1)OC(F)(F)F 2'-[6-amino-5-(trifluoromethoxy)pyridin-3-yl]-N-(1-phenylcyclobutyl)-5',6'-dihydrospiro[azetidine-3,4'-pyrrolo[1,2-b]pyrazole]-1-carboxamide